1-(4-methoxynaphthalene-1-yl)-2-(3-bromophenyl)ethane COC1=CC=C(C2=CC=CC=C12)CCC1=CC(=CC=C1)Br